(1-{5-[4-(2-methoxy-phenyl)-piperazin-1-yl]-pentyl}-1H-indol-3-yl)-butyric acid COC1=C(C=CC=C1)N1CCN(CC1)CCCCCN1C=C(C2=CC=CC=C12)C(C(=O)O)CC